CN(C1=C(C=CC=C1)C#CC(=O)C1=CC=CC=C1)C 3-(2-(dimethylamino)phenyl)-1-phenylpropan-2-yn-1-one